rac-(3ar,5r,7ar)-5-(4-fluoro-2-methylphenyl)-1,3,3,5,7-pentamethyloctahydrobenzo[c]isoxazole FC1=CC(=C(C=C1)[C@]1(C[C@@H]2[C@H](N(OC2(C)C)C)C(C1)C)C)C |r|